COC1=C(CN(C(C=CC2=CC=CC=C2)=O)CC2=C(N=NN2C)C2=CC=C(C=C2)O)C=CC(=C1)OC N-(2,4-dimethoxybenzyl)-N-((4-(4-hydroxyphenyl)-1-methyl-1H-1,2,3-triazol-5-yl)methyl)-cinnamamide